COCCOCOC1=C(C=C(C=C1)N1C(C2=CC=C(C=C2CC1)C1=C(C=C(C=C1)C(F)(F)F)N1CCOCC1)=O)NS(=O)(=O)C N-(2-((2-methoxyethoxy)methoxy)-5-(6-(2-morpholino-4-(trifluoromethyl)phenyl)-1-oxo-3,4-dihydroisoquinolin-2(1H)-yl)phenyl)methanesulfonamide